C12(CCC3=CC=CC=C13)CCC1=CC=CC=C12 (R)-1,1'-spirobiindan